ClC1=CC(=NC=N1)OC1=C(C=CC=C1)/C(/C(=O)[O-])=C\OC (E)-2-[2-[6-chloropyrimidine-4-oxy] phenyl]-3-methoxypropenoate